(S)-3-(4-bromo-2-methoxyphenyl)-2-((tert-butoxycarbonyl)amino)propionic acid BrC1=CC(=C(C=C1)C[C@@H](C(=O)O)NC(=O)OC(C)(C)C)OC